O=C([C@@H](C)NC(OC(C)(C)C)=O)NC([2H])([2H])C1=CC=CC=C1 Tertbutyl (R,S)-(1-oxo-1-((phenylmethyl-d2)amino)propan-2-yl)carbamate